C1(CC1)S(=O)(=O)NC1=CC=CC(=N1)C(C(=O)NC1=CC=C(C=C1)C1=NC(=CN=C1)OCC)(C)C 2-(6-(cyclopropanesulfonylamino)pyridin-2-yl)-N-(4-(6-ethoxypyrazin-2-yl)phenyl)-2-methylpropanamide